1-[2-(azetidin-1-yl)ethyl]-6-[2-methyl-5-(trifluoromethyl)phenyl]-3H-imidazo[4,5-b]pyridin-2-one N1(CCC1)CCN1C(NC2=NC=C(C=C21)C2=C(C=CC(=C2)C(F)(F)F)C)=O